C12(CCCC1)C(NC1=NC=CC=C12)=O spiro[1H-pyrrolo[2,3-b]pyridin-3,1'-cyclopentane]-2-one